FC=1C(=NC=NC1)C(=O)Cl 5-fluoropyrimidine-4-carbonyl chloride